imino(4-(((7-methoxyquinolin-4-yl)amino)methyl)phenyl)(methyl)-λ6-sulfanone N=S(=O)(C)C1=CC=C(C=C1)CNC1=CC=NC2=CC(=CC=C12)OC